4-(5-(4-ethoxy-3-(1-methyl-7-oxo-3-propyl-6,7-dihydro-1H-pyrazolo[4,3-d]pyrimidin-5-yl)phenyl)-8-oxo-6-thioxo-5,7-diazaspiro[3.4]octan-7-yl)-2-(trifluoromethyl)benzonitrile C(C)OC1=C(C=C(C=C1)N1C2(CCC2)C(N(C1=S)C1=CC(=C(C#N)C=C1)C(F)(F)F)=O)C=1NC(C2=C(N1)C(=NN2C)CCC)=O